difluoro(malonate) lithium [Li+].FC(C(=O)[O-])(C(=O)[O-])F.[Li+]